2-Isocyano-N-(4-chlorophenyl)-N-methylaniline [N+](#[C-])C1=C(N(C)C2=CC=C(C=C2)Cl)C=CC=C1